2-methyl-5-vinyl-aniline CC1=C(N)C=C(C=C1)C=C